5-ethynyl-6-fluoro-4-(8-fluoro-2-(((4aS,7aR)-1-methyloctahydro-4aH-cyclopenta[b]pyridin-4a-yl)methoxy)-4-(1,4-oxazocan-4-yl)pyrido[4,3-d]pyrimidin-7-yl)naphthalen-2-ol C(#C)C1=C2C(=CC(=CC2=CC=C1F)O)C1=C(C=2N=C(N=C(C2C=N1)N1CCOCCCC1)OC[C@]12[C@H](N(CCC1)C)CCC2)F